NC=1C=C(C=C(C1)C(F)(F)F)[C@@H](C)NC1=NC(=NC2=CC(=C(C=C12)OC1CCNCC1)OC)C (R)-N-(1-(3-amino-5-(trifluoromethyl)phenyl)ethyl)-7-methoxy-2-methyl-6-(piperidin-4-oxy)quinazolin-4-amine